ClC1=C(CSC2=NN=C3N2C(=CC(N3)=O)C3CC3)C(=CC=C1)F 3-[(2-chloro-6-fluorobenzyl)sulfanyl]-5-cyclopropyl[1,2,4]triazolo[4,3-a]pyrimidin-7(8H)-one